2-(3-(3,5-difluoro-6-(((3S,4S)-4-fluoropyrrolidin-3-yl)amino)pyridin-2-yl)imidazo[1,2-a]pyrazin-6-yl)-1,1,1-trifluoropropan-2-ol FC=1C(=NC(=C(C1)F)N[C@H]1CNC[C@@H]1F)C1=CN=C2N1C=C(N=C2)C(C(F)(F)F)(C)O